NC1=NC=NN2C1=NC=C2C(=O)NC2=C1C=CN=C(C1=CC=C2C)NC2=C(C=C(C=C2)Cl)F 4-amino-N-(1-((4-chloro-2-fluorophenyl)amino)-6-methylisoquinolin-5-yl)imidazo[2,1-f][1,2,4]triazine-7-carboxamide